C(C1=CC(=C(N)C=C1)CC)C1=CC(=C(N)C=C1)CC 4,4'-methylene-bis(2-ethyl-aniline)